benzo[d][1,3]oxazole O1C=NC2=C1C=CC=C2